ethoxyisotridecyl alcohol C(C)OC(CCCCCCCCCC(C)C)O